FC(OC1=NC2=CC(=CC(=C2N=C1)C=1SC2=C(N1)C(=CC(=C2)O)C)C)F 2-(2-(difluoromethoxy)-7-methylquinoxalin-5-yl)-4-methylbenzo[d]thiazol-6-ol